N1=CC(=CC=C1)C=1SC(=CN1)C(=O)N (pyridin-3-yl)thiazole-5-carboxamide